N2-(2-(1-(Cyclopropylsulfonyl)-1H-pyrazol-4-yl)pyrimidin-4-yl)-5-((1-(2-fluoroethyl)-1H-pyrazol-4-yl)ethynyl)-M-isopropylpyridine-2,4-diamine C1(CC1)S(=O)(=O)N1N=CC(=C1)C1=NC=CC(=N1)NC1=NC=C(C(=C1C(C)C)N)C#CC=1C=NN(C1)CCF